BrC=1C(=CC(=C(C(=O)O)C1)N\C=C\[N+](=O)[O-])OC (E)-5-Bromo-4-methoxy-2-((2-nitrovinyl)amino)benzoic acid